octadien-1-ol CCCCC=CC=CO